7-chloro-6-(4-methoxybenzyl)-4-((2S,3R,4R,5S,6R)-3,4,5-tris(benzyloxy)-6-((benzyloxy)methyl)tetrahydro-2H-thiopyran-2-yl)-2,3-dihydrobenzofuran ClC1=C(C=C(C=2CCOC21)[C@@H]2S[C@@H]([C@H]([C@@H]([C@H]2OCC2=CC=CC=C2)OCC2=CC=CC=C2)OCC2=CC=CC=C2)COCC2=CC=CC=C2)CC2=CC=C(C=C2)OC